tert-butyl 4-(5-chloro-4-fluoro-2-(methoxycarbonyl)-1H-pyrrol-3-yl)-3,6-dihydropyridine-1(2H)-carboxylate ClC1=C(C(=C(N1)C(=O)OC)C=1CCN(CC1)C(=O)OC(C)(C)C)F